C(C1=CC=CC=C1)N1CC(CC1=O)C(=O)O 1-benzyl-5-oxopyrrolidine-3-carboxylic acid